ClC1=CC=C(C=C1)C(C)=O 1-(4-chlorophenyl)ethanone